1,3-propanediyl-bis[3-(dodecylthio)propionic acid] C(CCC(C(=O)O)CSCCCCCCCCCCCC)C(C(=O)O)CSCCCCCCCCCCCC